3-Nitro-5-(1,1,1-trifluoropropan-2-yl)-1,5-dihydro-4H-pyrrolo[3,2-c]pyridin-4-one [N+](=O)([O-])C1=CNC2=C1C(N(C=C2)C(C(F)(F)F)C)=O